(2S)-2-[(3S,4E)-6-(2,3-dihydro-1H-indol-1-yl)-6-oxohex-4-en-3-yl]-1,4-oxaazepan-2-carboxamide trifluoroacetate FC(C(=O)O)(F)F.N1(CCC2=CC=CC=C12)C(/C=C/[C@H](CC)[C@@]1(OCCCNC1)C(=O)N)=O